2-[[(2S)-2-methylpyrrolidin-1-yl]methyl]-1-(2-trimethylsilylethoxymethyl)pyrrolo[3,2-c]-pyridine-6-amine C[C@@H]1N(CCC1)CC1=CC=2C=NC(=CC2N1COCC[Si](C)(C)C)N